C\C(=C/CCC1=CC=NC=C1)\CCC=C(C)C 4-[(3E)-4,8-dimethylnon-3,7-dienyl]pyridine